C(C)(C)(C)OC(=O)NC1CCC(CC1)N(C(OC(C)(C)C)=O)CC(C1=CC=CC=C1)C=1C=C(C(=C(C1)F)Cl)C1=C(C(=CC=C1C(N)=O)OCC(=O)NC)F tert-Butyl ((1r,4r)-4-((tert-butoxycarbonyl) amino)cyclohexyl)(2-(6'-carbamoyl-6-chloro-2',5-difluoro-3'-(2-(methylamino)-2-oxoethoxy)-[1,1'-biphenyl]-3-yl)-2-phenylethyl)carbamate